tungsten-magnesium selenide [Se-2].[Mg+2].[W+4].[Se-2].[Se-2]